(S)-4-(2-amino-3-ethoxy-3-oxopropyl)-1,2-phenylene diacetate hydrochloride Cl.C(C)(=O)OC1=C(C=C(C=C1)C[C@@H](C(=O)OCC)N)OC(C)=O